P(=O)(OC1=C(C=CC=C1C(C)(C)C)C(C)(C)C)([O-])[O-].[Na+].[Na+] sodium 2,6-di-t-butylphenyl phosphate